4-(4-benzoyl-2-chlorophenylthio)phenyl-bis(4-fluorophenyl)sulfonium C(C1=CC=CC=C1)(=O)C1=CC(=C(C=C1)SC1=CC=C(C=C1)[S+](C1=CC=C(C=C1)F)C1=CC=C(C=C1)F)Cl